tert-butyl 6-((2,8-dimethyl-1-oxo-1,2-dihydrophthalazin-5-yl)(methyl)amino)-2-azaspiro[3.3]heptane-2-carboxylate CN1C(C2=C(C=CC(=C2C=N1)N(C1CC2(CN(C2)C(=O)OC(C)(C)C)C1)C)C)=O